C1(C=CC(N1CC(C(CN1C(C=CC1=O)=O)O)O)=O)=O 1,4-Bis-maleimidyl-2,3-dihydroxybutane